5-[(2R)-4-[1-(difluoromethyl)cyclopentanecarbonyl]-2-ethylpiperazin-1-yl]-2'-ethoxy-N-[(3R)-1-methylpyrrolidin-3-yl]-[2,3'-bipyridine]-6-carboxamide FC(C1(CCCC1)C(=O)N1C[C@H](N(CC1)C=1C=CC(=NC1C(=O)N[C@H]1CN(CC1)C)C=1C(=NC=CC1)OCC)CC)F